lithium 4-(hydroxymethyl)-7,7-dimethyl-6,7-dihydro-5H-cyclopenta[b]pyridine-2-carboxylate OCC1=C2C(=NC(=C1)C(=O)[O-])C(CC2)(C)C.[Li+]